COC(=O)C=1C=NC(=C(C1)F)C1CC(C1)(F)F 6-(3,3-Difluorocyclobutyl)-5-fluoropyridine-3-carboxylic acid methyl ester